tetramethyl-3,3'-biphenyl CC=1C(=C(C(=C(C1)C)C)C=1C=CC=CC1)C